methyl-2-(3-isocyanatopropyl)-6-isocyanatomethyl-bicyclo[2.2.1]-heptane CC12C(CC(CC1CN=C=O)C2)CCCN=C=O